(5S,8S)-N-(3-chloro-2,4-difluorobenzyl)-5-fluoro-8-hydroxy-8-methyl-5,6,7,8-tetrahydroquinoline-5-carboxamide ClC=1C(=C(CNC(=O)[C@]2(C=3C=CC=NC3[C@@](CC2)(C)O)F)C=CC1F)F